1-methyl-7-(4-methylpiperazin-1-yl)-2-oxo-4-{2-[3-(trifluoromethoxy)phenyl]-2,8-diazaspiro[4.5]dec-8-yl}-1,2-dihydroquinoline-3-carbonitrile CN1C(C(=C(C2=CC=C(C=C12)N1CCN(CC1)C)N1CCC2(CCN(C2)C2=CC(=CC=C2)OC(F)(F)F)CC1)C#N)=O